5,7-dihydroxy-3-(4-methoxyphenyl)-8-[(2-methylhexahydropyridin-1-yl)methyl]-4H-chromen-4-one OC1=C2C(C(=COC2=C(C(=C1)O)CN1C(CCCC1)C)C1=CC=C(C=C1)OC)=O